4-bromo-2-fluoro-N-(2-methoxyethyl)benzamide BrC1=CC(=C(C(=O)NCCOC)C=C1)F